ethyl-d5 4-nitrobenzenesulfonate [N+](=O)([O-])C1=CC=C(C=C1)S(=O)(=O)OC(C([2H])([2H])[2H])([2H])[2H]